1-(5-(7-methoxy-6-(1-methyl-1H-pyrazol-4-yl)-3,4-dihydroquinolin-1(2H)-yl)-1,3-dimethyl-2-oxo-1,2-dihydro-1,6-naphthyridin-7-yl)-N-(4-methoxybenzyl)pyrrolidine-3-sulfonamide COC1=C(C=C2CCCN(C2=C1)C1=C2C=C(C(N(C2=CC(=N1)N1CC(CC1)S(=O)(=O)NCC1=CC=C(C=C1)OC)C)=O)C)C=1C=NN(C1)C